8-bromo-3-methyl-2-morpholino-6-vinyl-quinazolin-4-one BrC=1C=C(C=C2C(N(C(=NC12)N1CCOCC1)C)=O)C=C